[N+](=O)([O-])[O-].[Na+].N ammonia sodium nitrate